2-{[(αr)-6-[(4S)-4-(methoxymethyl)-2,5-dioxoimidazolidin-1-yl]spiro[3.3]heptane-2-yl]oxy}pyridine-3-carboxamide COC[C@@H]1NC(N(C1=O)C1CC2(CC(C2)OC2=NC=CC=C2C(=O)N)C1)=O